5-ethylhydantoin C(C)C1C(NC(N1)=O)=O